FC=1C(=C2C=CC(=CC2=CC1)N)C#C[Si](C(C)C)(C(C)C)C(C)C 6-fluoro-5-(2-triisopropylsilylethynyl)naphthalene-2-amine